BrC1=C(C(=C(COC2=C(C=CC=C2)NC(OC(C)(C)C)=O)C=C1)F)C=O tert-Butyl (2-((4-bromo-2-fluoro-3-formylbenzyl)oxy)phenyl)carbamate